NC1CCN(CC1)C1=C(C=NC2=CC=C(C=C12)C1=C(C(=CC(=C1)F)F)NC(=O)NOC(C)C)C1=CC(=CC(=C1)C)F 1-{2-[4-(4-aminopiperidin-1-yl)-3-(3-fluoro-5-methylphenyl)quinolin-6-yl]-4,6-difluorophenyl}-3-(propan-2-yloxy)urea